F.C(CCCCCCCCCCCCCCC)N 1-hexadecylamine hydrofluoric acid salt